Cl.FC1=C(C=CC=C1)[C@H](C)N (S)-1-(2-fluorophenyl)ethan-1-amine hydrochloride